NC1CN(C1)CC1=CN(C(O1)=O)[C@@H](C)C=1C=CC=C2C(=C(NC12)C(=O)O)C1=C(C=C(C=C1F)NS(=O)(=O)C)F 7-[(1S)-1-{5-[(3-Aminoazetidin-1-yl)methyl]-2-oxo-2,3-dihydro-1,3-oxazol-3-yl}ethyl]-3-(2,6-difluoro-4-methanesulfonamidophenyl)-1H-indole-2-carboxylic acid